(2R,3S)-2-(3-(2-chloro-9H-purin-9-yl)propyl)piperidin-3-ol trihydrochloride Cl.Cl.Cl.ClC1=NC=C2N=CN(C2=N1)CCC[C@H]1NCCC[C@@H]1O